N-[(1S)-1-(dicyclopropylmethyl)-2-[[1-[(1S)-1-(2-methoxy-3-pyridyl)ethyl]pyrazol-4-yl]amino]-2-oxo-ethyl]-2-isopropyl-pyrazole-3-carboxamide C1(CC1)C([C@@H](C(=O)NC=1C=NN(C1)[C@@H](C)C=1C(=NC=CC1)OC)NC(=O)C=1N(N=CC1)C(C)C)C1CC1